C1(CC1)C1=C(C(=CC=C1)OC)C1=NC=C2C(=N1)N(N=C2)CC2=CC=C(C=C2)C=2N(C=C(N2)C(F)(F)F)C 6-(2-cyclopropyl-6-methoxyphenyl)-1-(4-(1-methyl-4-(trifluoromethyl)-1H-imidazol-2-yl)benzyl)-1H-pyrazolo[3,4-d]pyrimidine